O(C#N)C1=CC=C(C=C1)C(C1=CC=CC=C1)C1=CC=C(C=C1)OC#N bis(4-cyanatophenyl)phenyl-Methan